FC1(CCN(CC1)CCO)F 2-(4,4-difluoro-1-piperidyl)ethanol